methoxytetrahydroquinoline CON1CCCC2=CC=CC=C12